C(CCCCCCCCCCCCCCCCC)N1CN(C=C1)CCCCCCCCCCCCCCCCCC 1,3-dioctadecylimidazole